ClC=1C=C2C(=NC(=NC2=C(C1C1=CC=CC2=CC=C(C(=C12)Cl)F)F)OCC12CCCN2CCC1)N1[C@H](CN(CC1)C(C=C)=O)C (S)-1-(4-(6-chloro-8-fluoro-7-(8-chloro-7-fluoronaphthalen-1-yl)-2-((tetrahydro-1H-pyrrolizin-7a(5H)-yl)methoxy)quinazolin-4-yl)-3-methylpiperazin-1-yl)prop-2-en-1-one